[Si].[B].[Sr] strontium-boron-silicon